1,3,11-tetradecenetriol C(=CC(CCCCCCCC(CCC)O)O)O